O(P([O-])(=O)OP(=O)([O-])[O-])CCC(=C)C isopentenyl pyrophosphat